(R)-1-(4-(8-((2-fluoro-3-methyl-4-((3-methyl-3H-imidazo[4,5-b]pyridin-6-yl)oxy)phenyl)amino)pyrimido[5,4-d]pyrimidin-2-yl)-2-methylpiperazin-1-yl)prop-2-en-1-one FC1=C(C=CC(=C1C)OC=1C=C2C(=NC1)N(C=N2)C)NC2=NC=NC1=C2N=C(N=C1)N1C[C@H](N(CC1)C(C=C)=O)C